rel-(2S,3S,4S,5R)-N-(2-(1,2-dihydroxyethyl)pyrimidin-5-yl)-3-(4-fluoro-2-(2-methoxyethoxy)-3-methylphenyl)-4,5-dimethyl-5-(trifluoromethyl)tetrahydrofuran-2-carboxamide OC(CO)C1=NC=C(C=N1)NC(=O)[C@H]1O[C@]([C@H]([C@H]1C1=C(C(=C(C=C1)F)C)OCCOC)C)(C(F)(F)F)C |o1:13,15,16,17|